ClC=1C=C2C=C(NC2=CC1)CNC(=O)N([C@H]1CN(CCC1)C(=O)OC(C)(C)C)C tert-butyl (3R)-3-({[(5-chloro-1H-indol-2-yl)methyl]carbamoyl}(methyl)amino)piperidine-1-carboxylate